3-vinyl-cyclohexene oxide C(=C)C1C2C(CCC1)O2